C(#N)C1=C(C=C(C=C1)NC(C(C)(N1N=CC(=C1)C1CCN(CC1)C1C[C@@H]2[C@@H](CNC2)C1)C)=O)C(F)(F)F N-(4-cyano-3-(trifluoromethyl)phenyl)-2-methyl-2-(4-(1-((3aR,6aS)-octahydrocyclopenta[c]pyrrol-5-yl)piperidin-4-yl)-1H-pyrazol-1-yl)propionamide